N-(5-methyl-1,2-oxazol-3-yl)-N'-phenylcyclopropane-1,1-dicarboxamide CC1=CC(=NO1)NC(=O)C1(CC1)C(=O)NC1=CC=CC=C1